methyl acetate (methyl ethanoate) CCC(=O)O.C(C)(=O)OC